5-cyclopropyl-3-(4-nitrophenyl)isoxazole C1(CC1)C1=CC(=NO1)C1=CC=C(C=C1)[N+](=O)[O-]